NCC(CN(C)C)OC1=NC2=CC(=CC=C2C(=N1)N1C[C@H]2CC[C@@H](C1)N2)C2=CC(=CC1=CC=CC=C21)O 4-(2-((1-amino-3-(dimethylamino)propan-2-yl)oxy)-4-((1R,5S)-3,8-diazabicyclo[3.2.1]octan-3-yl)quinazolin-7-yl)naphthalen-2-ol